C(\C=C\CC(C(=O)NCC=C)=C)C(C(=O)NCC=C)=C (2E)-2-butene-1,4-diylbis[N-2-propen-1-yl-2-propenamide]